5-Ethyl-3-methyl-2-(dimethoxymethyl)-4-(3-fluoro-2-(1-fluoroethyl) phenyl)-6-methyl-1,4-dihydropyridine-3,5-dicarboxylate C(C)C1(C(C(C(NC1C)C(OC)OC)(C(=O)[O-])C)C1=C(C(=CC=C1)F)C(C)F)C(=O)[O-]